3-propoxybenzylsuccinic acid dipropyl ester C(CC)OC(C(CC(=O)OCCC)CC1=CC(=CC=C1)OCCC)=O